C(C1=CC=CC=C1)(C1=CC=CC=C1)(C1=CC=CC=C1)N1CC2=CC=C(C=C2CC1)C=O 2-trityl-3,4-dihydro-1H-isoquinoline-6-carbaldehyde